ClC1=C(C=CC=C1)C1=NC=2N(C(N(C(C2N1C=1C=NC(=CC1)Cl)=O)C)=O)C1CCCCC1 8-(2-chlorophenyl)-7-(6-chloropyridin-3-yl)-3-cyclohexyl-1-methylpurine-2,6-dione